OCC=1OC=CC(C1OCC1=CC=CC=C1)=O 2-(hydroxymethyl)-3-(benzyloxy)-4H-pyran-4-one